1-(1-Benzothiophen-2-yl)ethan-1-one S1C(=CC2=C1C=CC=C2)C(C)=O